C(C)(C)(C)NC(=O)NC=1C=CC2=C(O[C@@H](C(N2CC2=CC(=CC=C2)C(F)(F)F)=O)C)C1 (R)-1-(tert-butyl)-3-(2-methyl-3-oxo-4-(3-(trifluoromethyl)benzyl)-3,4-dihydro-2H-benzo[b][1,4]oxazin-7-yl)urea